CC=1N=NSC1C=O (4-methyl-1,2,3-thiadiazol-5-yl)methanone